(R)-2-(3-chlorophenyl)-2,2-difluoro-1-phenylethyl ((R)-1-(((S)-4-(ethylamino)-3,4-dioxo-1-((S)-2-oxopyrrolidin-3-yl)butan-2-yl)amino)-3-(1-ethylcyclobutyl)-1-oxopropan-2-yl)carbamate C(C)NC(C([C@H](C[C@H]1C(NCC1)=O)NC([C@@H](CC1(CCC1)CC)NC(O[C@@H](C(F)(F)C1=CC(=CC=C1)Cl)C1=CC=CC=C1)=O)=O)=O)=O